benzyl tert-butyl (2-oxocyclohexane-1,3-diyl)dicarbamate O=C1C(CCCC1NC(OC(C)(C)C)=O)NC(OCC1=CC=CC=C1)=O